BrC=1C=C(C(=NC1)C1=NC=CC=N1)Cl (5-bromo-3-chloropyridin-2-yl)pyrimidine